ClC1=CC(=C(C=C1)C(C(=O)OCC)(F)F)C ethyl 2-(4-chloro-2-methylphenyl)-2,2-difluoroacetate